ClC1=CC(=CC(=N1)N1CCN(CC1)S(=O)(=O)C1=CC=C(C=C1)N1CC2(CC1=O)NCCNC2)C(C2=CC=CC=C2)(F)F 2-[4-[4-[6-Chloro-4-[difluoro(phenyl)methyl]-2-pyridyl]piperazin-1-yl]sulfonylphenyl]-2,6,9-triazaspiro[4.5]decan-3-one